N-methacryloyl-L-lysine C(C(=C)C)(=O)N[C@@H](CCCCN)C(=O)O